Butyl-Tin Dilaurate C(CCCCCCCCCCC)(=O)[O-].C(CCCCCCCCCCC)(=O)[O-].C(CCC)[Sn+2]